N-((S)-2-cyano-1-(4-(ethylsulfonyl)phenyl)ethyl)-4-((2R,4S)-2-(2-(trifluoromethoxy)ethyl)-4-(4-(trifluoromethyl)phenoxy)pyrrolidin-1-yl)benzamide C(#N)C[C@@H](C1=CC=C(C=C1)S(=O)(=O)CC)NC(C1=CC=C(C=C1)N1[C@@H](C[C@@H](C1)OC1=CC=C(C=C1)C(F)(F)F)CCOC(F)(F)F)=O